rac-(1R,3R)-N-((2-(4'-fluoro-2'-(4-methyl-4H-1,2,4-triazol-3-yl)-[1,1'-biphenyl]-3-yl)-7-(trifluoromethyl)benzo[d]oxazol-5-yl)methyl)-3-methylcyclohexan-1-amine FC1=CC(=C(C=C1)C1=CC(=CC=C1)C=1OC2=C(N1)C=C(C=C2C(F)(F)F)CN[C@H]2C[C@@H](CCC2)C)C2=NN=CN2C |r|